NC=1C(=NC(=C(N1)C=1OC(=CC1)C)C1=CC(=NC(=C1)C)C)C(=O)O 3-amino-6-(2,6-dimethylpyridin-4-yl)-5-(5-methylfuran-2-yl)pyrazine-2-carboxylic acid